CC1=C(C=2N(C=C1C=1NC3=CC=C(C=C3C1C(C)C)C1C[C@H]3CC[C@@H](C1)N3CC(=O)N(C)C)C=NN2)C 2-((1r,5s)-3-(2-(7,8-dimethyl-[1,2,4]triazolo[4,3-a]pyridin-6-yl)-3-isopropyl-1H-indol-5-yl)-8-azabicyclo[3.2.1]oct-8-yl)-N,N-dimethylacetamide